FC1=CC(=C(C(=C1)C(C)C)NC=1OC(CN1)(C(=O)O)C1=NOC=C1)C1=CC(=NC=C1)OC 2-{[4-fluoro-2-(2-methoxypyridin-4-yl)-6-(propan-2-yl)phenyl]amino}-5-(1,2-oxazol-3-yl)-4,5-dihydro-1,3-oxazole-5-carboxylic acid